(S)-N-methyl-1,3-benzodioxolyl-butylamine CN(CCCC)C1OC2=C(O1)C=CC=C2